4-(6-((1-(1-acryloylpiperidin-4-yl)azetidin-3-yl)ethynyl)-4-amino-5-(4-phenoxyphenyl)-7H-pyrrolo[2,3-d]pyrimidin-7-yl)-1-methylpyrrolidin-2-one C(C=C)(=O)N1CCC(CC1)N1CC(C1)C#CC1=C(C2=C(N=CN=C2N)N1C1CC(N(C1)C)=O)C1=CC=C(C=C1)OC1=CC=CC=C1